9,10-dihydro-9,9-dimethylacridine CC1(C2=CC=CC=C2NC=2C=CC=CC12)C